COC1=CC=C2C(=CC=NC2=C1)OC1=CC=C(C=C1)S(=O)(N)=NCC=1C=NC=CC1 4-((7-methoxyquinolin-4-yl)oxy)-N'-(pyridin-3-ylmethyl)benzenesulfonimidamide